BrC1=C2C(CC(NC2=C(C(=C1)Cl)F)=O)=O 5-bromo-7-chloro-8-fluoroquinoline-2,4(1H,3H)-dione